Cl.COC=1C=C2C(N(N=C(C2=CC1OC)CC1=CC=C(C=C1)S(=O)(=O)NC)C)=O (4-((6,7-dimethoxy-3-methyl-4-oxo-3,4-dihydro-phthalazin-1-yl)methyl)phenyl)-N-methylsulfonamide hydrochloride